2-bromo-N,4-dimethyl-6-nitroaniline BrC1=C(NC)C(=CC(=C1)C)[N+](=O)[O-]